CC([C@@H](C(N1[C@@H](C[C@@H](C1)OC1=CC=CC=C1)C(=O)N1C[C@H](OCC1)C1=CC=CC=C1)=O)NC(=O)C1=CC2=C(S1)C=CC(=C2)C(F)(F)P(O)(O)=O)(C)C ((2-(((S)-3,3-dimethyl-1-oxo-1-((2S,4S)-4-phenoxy-2-((R)-2-phenylmorpholine-4-carbonyl)pyrrolidin-1-yl)butan-2-yl)carbamoyl)benzo[b]thiophen-5-yl)difluoromethyl)phosphonic acid